C(C=C)(=O)OCCCCCCO 6-hydroxyhexyl acrylate